C1(CC1)CN1N=CC(=C1)C1=NN2C(=NC=3C=CC=CC3C2=N1)NC=1C(N=CC=NC1)=O (6R)-6-({2-[1-(cyclopropylmethyl)-1H-pyrazol-4-yl][1,2,4]triazolo[1,5-c]quinazolin-5-yl}amino)-1,4-diazepin-5-one